2-(2-isopropylphenyl)-4-((4-methylbenzyl)amino)-7,8-dihydropyrido[4,3-d]pyrimidine-6(5H)-carbonitrile C(C)(C)C1=C(C=CC=C1)C=1N=C(C2=C(N1)CCN(C2)C#N)NCC2=CC=C(C=C2)C